(R)-6-cyclopropyl-5-formyl-N-(3-(1-(4-methyl-4H-1,2,4-triazol-3-yl)propan-2-yl)phenyl)picolinamide C1(CC1)C1=C(C=CC(=N1)C(=O)NC1=CC(=CC=C1)[C@@H](CC1=NN=CN1C)C)C=O